C(C1=CC=CC=C1)OC1=NC(=NC=C1Br)N 4-(Benzyloxy)-5-bromopyrimidin-2-amine